C(O)(=O)OCC(CO)C 2-methyl-1,3-propanediol carbonate